FC=1C=C(C=C(C1)F)[C@H]1CCC=2N1C=C(N2)NC([C@@H](C)N2C[C@H](C(CC2)(F)F)C2=CC=[N+](C=C2)[O-])=O 4-((R)-1-((R)-1-(((R)-5-(3,5-difluorophenyl)-6,7-dihydro-5H-pyrrolo[1,2-a]imidazol-2-yl)amino)-1-oxopropan-2-yl)-4,4-difluoropiperidin-3-yl)pyridine 1-oxide